BrC=1C=CC2=C(C3=C(OC2)C=C(C=C3)O[C@@H]3CNCC3)C1 (S)-3-[(9-bromo-6H-dibenzo[b,d]pyran-3-yl)oxy]pyrrolidine